C(#N)C1(CC1)N(S(=O)(=O)C1=CC=2N(C(=C1)N1CCN(CC1)C(C(C)C)=O)N=CC2C=2SC(=NN2)C(F)F)CC2=CC=C(C=C2)OC N-(1-cyanocyclopropyl)-3-(5-(difluoromethyl)-1,3,4-thiadiazol-2-yl)-7-(4-isobutyrylpiperazin-1-yl)-N-(4-methoxybenzyl)pyrazolo[1,5-a]pyridine-5-sulfonamide